C(=O)(O)C(CCCNS(=O)(=O)C1=C(C(=O)O)C=CC=C1)NC(C1=CC=C(C=C1)NCC=1N=C2C(=NC(=NC2=NC1)N)N)=O 2-(N-(4-carboxy-4-(4-(((2,4-diaminopteridin-6-yl)methyl)amino)benzamido)butyl)-sulfamoyl)benzoic acid